[Pb].C(C=1C(O)=CC=CC1)(=O)O Salicylic acid lead